BrC1=CC(=NC=C1)OCCOCCO 2-(2-((4-bromopyridin-2-yl)oxy)ethoxy)ethan-1-ol